Methylimidazo[1,5-a]quinoxaline-8-carbonyl chloride CC1=NC=C2N1C1=CC(=CC=C1N=C2)C(=O)Cl